C1CC12NCCN(C2)C2=CC=CC(=N2)C2=NC1=CC(=NC=C1C=C2)CNC(C2=CC(=C(C=C2)C)S(=O)(=O)C)=O N-((2-(6-(4,7-diazaspiro[2.5]octan-7-yl)pyridin-2-yl)-1,6-naphthyridin-7-yl)methyl)-4-methyl-3-(methylsulfonyl)benzamide